2-methoxy-2-naphthaldehyde COC1(CC2=CC=CC=C2C=C1)C=O